(4-(3,6-diphenyl-9H-carbazol-9-yl)-butyl) diethyl phosphate P(=O)(OCCCCN1C2=CC=C(C=C2C=2C=C(C=CC12)C1=CC=CC=C1)C1=CC=CC=C1)(OCC)OCC